5-(1-(6-(4-((1-(2-(2,6-dioxopiperidin-3-yl)-1,3-dioxoisoindolin-5-yl)azetidin-3-yl)methyl)piperazin-1-yl)pyrimidin-4-yl)-1H-indazol-6-yl)spiro[2.3]hexane-5-carbonitrile O=C1NC(CCC1N1C(C2=CC=C(C=C2C1=O)N1CC(C1)CN1CCN(CC1)C1=CC(=NC=N1)N1N=CC2=CC=C(C=C12)C1(CC2(CC2)C1)C#N)=O)=O